C(C1=CC=CC=C1)O[C@@](C(=O)NN)(CC=C)C(F)(F)F (2R)-2-benzyloxy-2-(trifluoromethyl)pent-4-enehydrazide